methyl 3-[4-(4-cyanophenyl) thieno[2,3-c]pyridin-2-yl]-2,2-dimethylpropionate C(#N)C1=CC=C(C=C1)C1=C2C(=CN=C1)SC(=C2)CC(C(=O)OC)(C)C